C(C)(=O)OC1CC2=CC[C@H]3[C@@H]4CC(=C([C@@]4(C)CC[C@@H]3[C@]2(CC1)C)Cl)C=O 3-(acetoxy)-17-chloroandrostane-5,16-diene-16-carbaldehyde